[OH-].C1CC(C[N+]12CCCCC2)O 5-Azoniaspiro[4.5]decan-3-ol hydroxide